ClC1=C(C=C2C=C(N=CC2=C1)NC(=O)C1CC1)[C@@H]1[C@@H](CN(CC1)C1(COC1)C)F N-(7-chloro-6-((3S,4R)-3-fluoro-1-(3-methyloxetan-3-yl)piperidin-4-yl)isoquinolin-3-yl)cyclopropanecarboxamide